CC1=C(C(=O)NC2=CC=C(C3=CC=CC=C23)S(NC(C2=C(C=CC=C2)N2CCOCC2)=O)(=O)=O)C=CC=C1 2-methyl-N-(4-(N-(2-morpholinobenzoyl)sulfamoyl)naphthalen-1-yl)benzamide